COC1=C(N)C=C(C=C1)C1=NC=C(C=C1)C 2-methoxy-5-(5-methylpyridin-2-yl)aniline